CC(C)(CCCC(C)C)OC(C1=C(C=CC=C1)O)=O 2,6-Dimethylheptan-2-yl-2-hydroxybenzoat